9-decenoic acid sodium salt [Na+].C(CCCCCCCC=C)(=O)[O-]